[N+](=O)([O-])C1=CC=C(OC(C(=O)O)CC)C=C1 4-nitrophenoxybutyric acid